C1(CC1)CN1[C@H](CN(CC1)C(=O)OC(C)(C)C)CC Tert-butyl (S)-4-(cyclopropylmethyl)-3-ethylpiperazine-1-carboxylate